FC=1C=2N(C=C(C1)C1=NC=3C=CN(C(C3C=C1)=O)[C@@H]1C[C@@H](NCC1)C)C=C(N2)C 2-(8-fluoro-2-methyl-imidazo[1,2-a]pyridin-6-yl)-6-[(2S,4S)-2-methyl-4-piperidyl]-1,6-naphthyridin-5-one